N1,N5-bis(4-(2,4-dihydroxyphenyl)thiazol-2-yl)glutaramide OC1=C(C=CC(=C1)O)C=1N=C(SC1)NC(CCCC(=O)NC=1SC=C(N1)C1=C(C=C(C=C1)O)O)=O